BrC(CC)C(C)=O alpha-bromopropylethanone